FC(C=1N=CC(=NC1)C(=O)NC1=CC=C(C(=N1)[C@]1(N=C(O[C@@H](C1)C(F)(F)F)NC(OC(C)(C)C)=O)C)F)F tert-Butyl (4S,6S)-4-(6-(5-(difluoromethyl)pyrazine-2-carboxamido)-3-fluoropyridin-2-yl)-4-methyl-6-(trifluoromethyl)-5,6-dihydro-4H-1,3-oxazin-2-ylcarbamate